6-methoxy-N-(1-methyl-2-oxo-1,2-dihydropyridin-3-yl)-2-((1r,4r)-4-(3-methyl-2-oxoimidazolin-1-yl)cyclohexyl)-2H-indazole-5-carboxamide COC=1C(=CC2=CN(N=C2C1)C1CCC(CC1)N1C(N(CC1)C)=O)C(=O)NC=1C(N(C=CC1)C)=O